ethyl 2-cyclohexyl-1-methylcyclopropane-1-carboxylate C1(CCCCC1)C1C(C1)(C(=O)OCC)C